FC=1C=C(C=CC1)C[C@H](CCCC)N (S)-1-(3-fluorophenyl)hexan-2-amine